(S)-2-((3-cyclopropoxy-1-(1-methoxypropan-2-yl)-1H-pyrazol-4-yl)amino)-7-(tetrahydro-2H-pyran-4-yl)-7H-pyrrolo[2,3-d]pyrimidine-6-carbonitrile C1(CC1)OC1=NN(C=C1NC=1N=CC2=C(N1)N(C(=C2)C#N)C2CCOCC2)[C@H](COC)C